Propyleneglycol Dodecanoate C(CCCCCCCCCCC)(=O)O.C(C(C)O)O